COC(C(CC)N1C(CCC2=CC=C(C=C12)CCN1CCN(CC1)C1=CC(=CC2=C1C=CS2)F)=O)=O (7-(2-(4-(6-fluorobenzothiophen-4-yl)piperazin-1-yl)ethyl)-2-oxo-3,4-dihydroquinoline-1(2H)-yl)butyric acid methyl ester